ON(C(=O)NCC)O N,N-dihydroxyethyl-urea